C(C1=CC=CC=C1)N1N=NC(=C1)C1=CC=C(C=C1)CCCCC 1-benzyl-4-(4-pentylphenyl)-1H-1,2,3-triazole